ClC=1C(=C(C=CC1F)[C@@H](NC(=O)[C@H]1NC(NC1)=O)[C@H]1N(CCCC1)CC(F)(F)F)F (S)-N-((R)-(3-chloro-2,4-difluorophenyl)((S)-1-(2,2,2-trifluoroethyl)piperidin-2-yl)methyl)-2-oxoimidazolidine-4-carboxamide